C(C)(C)(C)C1=CC2=C(OP(OC3=C2C=C(C=C3C(C)(C)C)C(C)(C)C)OCCN(CCOP3OC2=C(C4=C(O3)C(=CC(=C4)C(C)(C)C)C(C)(C)C)C=C(C=C2C(C)(C)C)C(C)(C)C)CCOP2OC4=C(C3=C(O2)C(=CC(=C3)C(C)(C)C)C(C)(C)C)C=C(C=C4C(C)(C)C)C(C)(C)C)C(=C1)C(C)(C)C tris(2-[(2,4,8,10-tetrakis-tert-butyl-dibenzo[d,f][1,3,2]dioxaphosphepin-6-yl)oxy]ethyl)amine